BrC1=CC=C(C(=N1)C1=CC=C(C=C1)S(=O)(=O)C)F 6-bromo-3-fluoro-2-(4-methanesulfonylphenyl)pyridine